(R)-3-((2,4,5-trifluorobenzyl)amino)-7,8,8a,9-tetrahydropyrrolo[1',2':3,4]imidazo[1,2-c]pyrimidin-1(6H)-one FC1=C(CNC=2C=C3N(C(N2)=O)C[C@@H]2N3CCC2)C=C(C(=C1)F)F